N-(4-(6-methoxy-7-(3-((1R,4R)-5-methyl-2,5-diazabicyclo[2.2.1]heptan-2-yl)propoxy)quinazoline-4-yl)phenyl)-2-(4-(trifluoromethyl)phenyl)acetamide COC=1C=C2C(=NC=NC2=CC1OCCCN1[C@H]2CN([C@@H](C1)C2)C)C2=CC=C(C=C2)NC(CC2=CC=C(C=C2)C(F)(F)F)=O